C(CCC\C=C/CC)OC(CCC(=O)OCCCCC(CCCCOC(CCC(OCCCC\C=C/CC)OCCCC\C=C/CC)=O)OC(=O)N1C=NC=C1)OCCCC\C=C/CC 5-((1H-imidazole-1-carbonyl)oxy)nonane-1,9-diyl bis(4,4-bis(((Z)-oct-5-en-1-yl)oxy)butanoate)